FC1=C(OCC2CC3(CN(C3)C(=O)N3C[C@@H]4[C@@H](OCC(N4)=O)CC3)C2)C=CC(=C1)C(F)(F)F (4aR,8aS)-6-[6-[[2-Fluoro-4-(trifluoromethyl)phenoxy]methyl]-2-azaspiro[3.3]heptane-2-carbonyl]-4,4a,5,7,8,8a-hexahydropyrido[4,3-b][1,4]oxazin-3-one